OC1=C(C=C(C=C1C(C)(C)C)C)N1N=C2C(=N1)C=CC(=C2)Cl 2-(2'-hydroxy-3'-tert-butyl-5'-methylphenyl)5-chlorobenzotriazole